BrC=1C(=CC(=C(C1)NC(=O)C1C2CCC1CC1=NC(NC=C12)=O)F)Cl (±)-N-(5-bromo-4-chloro-2-fluorophenyl)-2-oxo-3,5,6,7,8,9-hexahydro-2H-5,8-methano-cyclohepta[d]pyrimidine-10-carboxamide